(S)-N-(3-(2-((2-hydroxyethyl)amino)-6-morpholinylpyrimidin-4-yl)-4-methylphenyl)-3-(2,2,2-trifluoroethyl)pyrrolidine-1-carboxamide formate salt C(=O)O.OCCNC1=NC(=CC(=N1)C=1C=C(C=CC1C)NC(=O)N1C[C@@H](CC1)CC(F)(F)F)N1CCOCC1